2-(p-tolyl)-N-(1H-pyrazol-5-ylsulfonyl)pyridine-3-carboxamide C1(=CC=C(C=C1)C1=NC=CC=C1C(=O)NS(=O)(=O)C1=CC=NN1)C